ClC1=CC(=C(NC(CC(=O)C)=O)C=C1)C 4'-chloro-2'-methylacetoacetanilide